C(=O)(O)CN1C(=O)N(C(=O)N(C1=O)C1=CC=CC=C1)CC(=O)O 1,3-bis(carboxymethyl)-5-phenyl-isocyanuric acid